(S)-1-((5-(6-chloroquinolin-4-yl)-3-methylpyridin-2-yl)oxy)-2,4-dimethyl-pentan-2-amine ClC=1C=C2C(=CC=NC2=CC1)C=1C=C(C(=NC1)OC[C@](CC(C)C)(N)C)C